NCC=1C=C(C=CC1)C1=CC(=C(C=2C=COC21)OCC2=CC=NC=C2)COC2=C(C=CC=C2)CC(=O)O 2-(2-((7-(3-(aminomethyl)phenyl)-4-(pyridin-4-ylmethoxy)benzofuran-5-yl)methoxy)phenyl)acetic acid